COC1=CC=C(CN2N=C(C(=C2)NC(=O)NC2CCC3=C(C=CC=C23)C(F)(F)F)C(=O)OCC)C=C1 ethyl 1-(4-methoxybenzyl)-4-(3-(4-(trifluoromethyl)-2,3-dihydro-1H-inden-1-yl) ureido)-1H-pyrazole-3-carboxylate